(S)-6-(1-amino-1,3-dihydrospiro[indene-2,4'-piperidin]-1'-yl)-3-(7'H-spiro[cyclopropane-1,8'-quinolin]-5'-yl)-1,5-dihydro-4H-pyrazolo[3,4-d]pyrimidin-4-one N[C@@H]1C2=CC=CC=C2CC12CCN(CC2)C=2NC(C1=C(N2)NN=C1C=1C=2C=CC=NC2C2(CC1)CC2)=O